P(=O)([O-])([O-])[O-].[K+].O.O.[Os+4] osmium dihydrate Potassium phosphate